C(C)C1=C(C=CC(=C1)C(C)C)SC1=C(C=CC=C1)CO [2-(2-ethyl-4-isopropyl-phenyl)sulfanylphenyl]methanol